C1(CCCCC1)C=1C=C(C=C(C1)C1CCCCC1)N(C1=C(C=C(C(=O)N)C=C1)OC)C 4-((3,5-dicyclohexylphenyl)(methyl)amino)-3-methoxybenzamide